C(C1=CC=CC=C1)OCC[C@@H](O)C (S)-2-(2-(benzyloxy)ethyl)oxapropane